C1(CC1)C=1OC=C(N1)C=1C=C(C=CC1)N(C(=O)[C@@H]1CC[C@H](CC1)C(=O)OC)C[C@@H]1CC[C@H](CC1)C1=NC(=C(C=C1)OC)C trans-Methyl 4-((3-(2-cyclopropyloxazol-4-yl)phenyl)((trans-4-(5-methoxy-6-methylpyridin-2-yl)cyclohexyl)methyl)carbamoyl)cyclohexanecarboxylate